FC1=CC=C2C=CC(=CC2=C1)OC1CC(C1)NC(O)=O ((1r,3r)-3-((7-fluoronaphthalen-2-yl)oxy)cyclobutyl)carbamic acid